5-((2R,6S)-4-((6-bromopyridin-3-yl)methyl)-6-methylpiperazin-2-yl)-4-methylisobenzofuran-1(3H)-one BrC1=CC=C(C=N1)CN1C[C@H](N[C@H](C1)C)C=1C(=C2COC(C2=CC1)=O)C